isopropyl 6-(3-((benzyloxy)methyl)-4-ethyl-5-oxo-4,5-dihydro-1H-1,2,4-triazol-1-yl)-5-fluoro-2-formylnicotinate C(C1=CC=CC=C1)OCC1=NN(C(N1CC)=O)C1=NC(=C(C(=O)OC(C)C)C=C1F)C=O